methyl 4-(bis(4-methoxybenzyl)amino)-1-(4-(2-hydroxyethyl)-2,6-dimethylphenyl)-6-oxo-1,6-dihydropyrimidine-5-carboxylate COC1=CC=C(CN(C=2N=CN(C(C2C(=O)OC)=O)C2=C(C=C(C=C2C)CCO)C)CC2=CC=C(C=C2)OC)C=C1